(S)-2-(4-benzylpiperazine-2-yl)ethan-1-ol C(C1=CC=CC=C1)N1C[C@@H](NCC1)CCO